CCCCCCCCC(CCCCCCCC)OC(CCCCCCCN(CCCCOC(=O)OCCCCCCCCCC#C)CCO)=O 8-((2-hydroxyethyl)(4-(((undec-10-yn-1-yloxy)carbonyl)oxy)butyl)amino)octanoic acid heptadec-9-yl ester